5'-O-(4,4'-dimethoxytrityl)-2'-fluoro-deoxyadenosine COC1=CC=C(C(C2=CC=C(C=C2)OC)(C2=CC=CC=C2)OC[C@@H]2[C@H]([C@H]([C@@H](O2)N2C=NC=3C(N)=NC=NC23)F)O)C=C1